C1=NC=CC2=CC(=CC=C12)NC1=CC=C(C(=C1)Cl)C1CC1 isoquinolin-6-yl-5-chloro-4-cyclopropylaniline